7-(6-fluoropyridin-3-yl)pyrazolo[1,5-a]pyridine FC1=CC=C(C=N1)C1=CC=CC=2N1N=CC2